CC1=C(C(=NC=2N1C(N(N2)CC2(CC2)C#N)=O)N2CC=1C=C(C=NC1CC2)C(F)(F)F)C ((5,6-dimethyl-3-oxo-7-(3-(trifluoromethyl)-7,8-dihydro-1,6-naphthyridin-6(5H)-yl)-[1,2,4]triazolo[4,3-a]pyrimidin-2(3H)-yl)methyl)cyclopropane-1-carbonitrile